N1(C=NC2=C1C=CC=C2)CCC(=O)O 3-benzoimidazol-1-yl-propionic acid